ClC=1C=2C=3N(C(=NC2C=CC1)NC=1C(N=CC=CC1)=O)N=C(N3)C3=CC=C(C=C3)OC (3R)-3-{[10-chloro-2-(4-methoxyphenyl)[1,2,4]triazolo[1,5-c]quinazolin-5-yl]amino}azepin-2-one